COC=1C(=C2C=CN(C2=C(C1)C)C(=O)OC(C)(C)C)CN1C(CCCC1)C1=C(C=C(C=C1)C(=O)OC)NS(=O)(=O)C tert-butyl 5-methoxy-4-((2-(4-(methoxycarbonyl)-2-(methylsulfonamido)phenyl)piperidin-1-yl)methyl)-7-methyl-1H-indole-1-carboxylate